potassium dithiodicarboxylate C(=O)([O-])SSC(=O)[O-].[K+].[K+]